TERT-BUTYL 2-(FORMYLMETHYL)BENZYLCARBAMATE C(=O)CC1=C(CNC(OC(C)(C)C)=O)C=CC=C1